(S)-2-bromo-N-(1-(2,4-dimethylphenyl)ethyl)acetamide BrCC(=O)N[C@@H](C)C1=C(C=C(C=C1)C)C